(S)-N-(1-(3,4-difluorophenyl)-2-hydroxyethyl)-4-(5-methyl-2-((1-methyl-1H-pyrazol-5-yl)amino)pyrimidin-4-yl)oxazole-2-carboxamide FC=1C=C(C=CC1F)[C@@H](CO)NC(=O)C=1OC=C(N1)C1=NC(=NC=C1C)NC1=CC=NN1C